(1R,5S,6r)-3-carbamimidoyl-N-(2-(1-cyclopropylimidazo[1,5-a]pyridin-3-yl)propan-2-yl)-3-azabicyclo[3.1.1]heptane-6-carboxamide C(N)(=N)N1C[C@H]2C([C@@H](C1)C2)C(=O)NC(C)(C)C2=NC(=C1N2C=CC=C1)C1CC1